dichlorophenyl-triazolinone ClC1(C(N(N=N1)C1=CC=CC=C1)=O)Cl